(S)-N'-((3-hydroxy-1,2,3,5,6,7-hexahydro-s-indacen-4-yl)carbamoyl)-2-(2-hydroxypropan-2-yl)-thiazole-5-sulfonimidamide OC1CCC2=CC=3CCCC3C(=C12)NC(=O)N=[S@@](=O)(N)C1=CN=C(S1)C(C)(C)O